N2-[3-fluoro-5-methoxy-4-(2,3,4,7-tetrahydro-1H-azepin-5-yl)-2-pyridyl]-N4,6-dimethyl-pyridine-2,4-diamine FC=1C(=NC=C(C1C=1CCCNCC1)OC)NC1=NC(=CC(=C1)NC)C